1-(4-(2-((tert-butyldimethylsilyl)oxy)ethoxy)-5-chloro-2-isopropylpyridine-3-Yl)-7-chloro-6-fluoropyrido[2,3-d]Pyrimidine-2,4(1H,3H)-dione [Si](C)(C)(C(C)(C)C)OCCOC1=C(C(=NC=C1Cl)C(C)C)N1C(NC(C2=C1N=C(C(=C2)F)Cl)=O)=O